1-[4-(2,4-Dichloro-benzenesulfonyl)-phenyl]-3-pyridin-4-ylmethyl-urea ClC1=C(C=CC(=C1)Cl)S(=O)(=O)C1=CC=C(C=C1)NC(=O)NCC1=CC=NC=C1